BrC1=CC=C(C=NS(=O)C(C)(C)C)C=C1 N-(4-bromobenzylidene)-2-methylpropane-2-sulfinamide